C12CN(CC(O1)C2)C2=NNC1=C2C=NC(=C1)CC(=O)N (3-(6-oxa-3-azabicyclo[3.1.1]hept-3-yl)-1H-pyrazolo[4,3-c]pyridin-6-yl)acetamide